C(C)(C)(C)OC(=O)N([C@@H](C(=O)O)CC(C)C)C (2R)-2-[(t-butoxycarbonyl)(methyl)amino]-4-methylpentanoic acid